2-(4-(2-(4-cyano-2-fluorophenyl)-2-methylbenzo[d][1,3]dioxol-4-yl)-2,5-difluorobenzyl)-4-fluoro-1-(2-methoxyethyl)-1H-benzo[d]imidazole-6-carboxylic acid C(#N)C1=CC(=C(C=C1)C1(OC2=C(O1)C=CC=C2C2=CC(=C(CC1=NC3=C(N1CCOC)C=C(C=C3F)C(=O)O)C=C2F)F)C)F